C(C)(C)N1C(=NC2=NC=C(C=C21)C2=CNC1=NC=C(C=C12)C=1C=NN(C1)C)C 1-isopropyl-2-methyl-6-(5-(1-methyl-1H-pyrazol-4-yl)-1H-pyrrolo[2,3-b]pyridin-3-yl)-1H-imidazo[4,5-b]pyridine